3-[4-(5-carbamoyl-1-methyl-indazol-6-yl)oxy-3-fluoro-phenoxy]propanoic acid C(N)(=O)C=1C=C2C=NN(C2=CC1OC1=C(C=C(OCCC(=O)O)C=C1)F)C